O=C1NC(CCC1N1C(C2=CC=C(C=C2C1)CNC(C(F)F)=O)=O)=O N-((2-(2,6-dioxopiperidin-3-yl)-1-oxoisoindolin-5-yl)methyl)-2,2-difluoroacetamide